C(C1=CC=CC=C1)OC=1C=C2C(=C(N(C2=CC1)CC1=CC=C(CCNC2CCC2)C=C1)C1=C(C=CC=C1C)C)F N-(4-((5-(benzyloxy)-2-(2,6-dimethylphenyl)-3-fluoro-1H-indol-1-yl)methyl)phenethyl)cyclobutylamine